N1C=CC2=NC=C(C=C21)C(=O)O 1H-pyrrolo[3,2-b]pyridine-6-carboxylic acid